C(C)(C)C1=NNC(C2=CC=CC=C12)=O 4-isopropylphthalazin-1(2H)-one